CC1(CN(C1)CC(=O)NC=1C=C(C(=NC1)C)NC(=O)C=1C=NN2C1SC(=C2)C=2C(=NN1C2OCC(C1)O)C)C N-(5-(2-(3,3-dimethylazetidin-1-yl)acetamido)-2-methylpyridin-3-yl)-2-(6-hydroxy-2-methyl-6,7-dihydro-5H-pyrazolo[5,1-b][1,3]oxazin-3-yl)pyrazolo[5,1-b]thiazole-7-carboxamide